N-Methyl-2-(3-((3-oxoisoindolin-5-yl)amino)butanoyl)hydrazine-1-carbothioamide CNC(=S)NNC(CC(C)NC=1C=C2C(NCC2=CC1)=O)=O